CN(C1=C(C(=C(C(=C1N)C=C)C)C=C)N(C)C)C pentamethyl-divinylbenzenetriamine